ClC1=NC=CC=C1/C=C/C(=O)O (2E)-3-(2-chloropyridin-3-yl)prop-2-enoic acid